C(C)OC(=O)C1CC2=CC(=CC(=C2C1)Cl)OCCNC(=O)OC(C)(C)C 4-chloro-6-[2-[(2-methylpropan-2-yl)oxycarbonylamino]ethoxy]-2,3-dihydro-1H-indene-2-carboxylic acid ethyl ester